1-(2-aminoethyl)-8-chloro-2-(chloromethyl)-7-(2-fluoro-6-methoxyphenyl)-5-(2-isopropyl-4-methylpyridin-3-yl)-1,5-dihydro-4H-imidazo[4,5-c][1,8]naphthyridin-4-one NCCN1C(=NC=2C(N(C=3N=C(C(=CC3C21)Cl)C2=C(C=CC=C2OC)F)C=2C(=NC=CC2C)C(C)C)=O)CCl